CC1=C(C(=O)N)C=CC(=C1)NC1=NC=C(C(=N1)NC=1C=CC2=C(NC(O2)=O)C1)C methyl-4-[5-methyl-4-(2-oxo-2,3-dihydro-benzooxazol-5-ylamino)-pyrimidin-2-ylamino]-benzamide